(E)-4-(2-(1-acryloyl-1,2,3,6-tetrahydropyridin-4-yl)vinyl)-6-(1-methyl-1H-pyrazol-4-yl)pyrazolo[1,5-a]pyridine-3-carbonitrile C(C=C)(=O)N1CCC(=CC1)/C=C/C=1C=2N(C=C(C1)C=1C=NN(C1)C)N=CC2C#N